dodecylamino(dodecyl-amine) C(CCCCCCCCCCC)NNCCCCCCCCCCCC